2-chloro-5-(3-cyclopropyl-phenoxy)-N-(3-phenylpropyl)pyridine-4-carboxamide ClC1=NC=C(C(=C1)C(=O)NCCCC1=CC=CC=C1)OC1=CC(=CC=C1)C1CC1